1-(3-triethoxysilylpropyl)-2,2-diethoxy-1-aza-silacyclopentane C(C)O[Si](CCCN1[Si](CCC1)(OCC)OCC)(OCC)OCC